1,4-diisocyanato-2-methyl-butane N(=C=O)CC(CCN=C=O)C